N1C(N)=NC=2N=CCC2C1=O 7-Desaza-Guanin